7-bromo-2-methyl-2H-pyrazolo[4,3-b]pyridin-6-amine BrC=1C=2C(N=CC1N)=CN(N2)C